S1C(=NC=C1)NS(=O)(=O)C1=CC=C(C=C1)NS(=O)(=O)C1=CC2=C(C(=C(O2)CC)C(C2=CC(=C(C(=C2)Br)O)Br)=O)C=C1 3-(3,5-dibromo-4-hydroxy-benzoyl)-2-ethyl-benzofuran-6-sulfonic acid-(4-(thiazol-2-ylsulfamyl)-phenyl)-amide